(5S)-2-{[5-Chloro-4-(trifluoromethyl)pyridin-2-yl]methyl}-5-[(3-hydroxyazetidin-1-yl)carbonyl]-5,6,7,8-tetrahydro[1,2,4]triazolo[4,3-a]pyridin-3(2H)-one ClC=1C(=CC(=NC1)CN1N=C2N([C@@H](CCC2)C(=O)N2CC(C2)O)C1=O)C(F)(F)F